C1(CCCC1)NC(NC=1C=C(C2=C(N=C(N=C2)NC2=C(C=CC=C2)N2CCC(CC2)CS(=O)(=O)C)N1)C#C)=O 3-Cyclopentyl-1-[5-ethynyl-2-({2-[4-(methanesulfonylmethyl)piperidin-1-yl]phenyl}amino)pyrido[2,3-d]pyrimidin-7-yl]urea